Methyl 4-(2,6-dichloropyridine-4-carbonyl)cyclohexanecarboxylate ClC1=NC(=CC(=C1)C(=O)C1CCC(CC1)C(=O)OC)Cl